N-((1R,2S,5R)-2-((S)-3-((2-(3-Aminopropyl)-6-(trifluoromethyl)quinazolin-4-yl)amino)-2-oxopyrrolidin-1-yl)-5-(isopropyl(methyl)-amino)cyclohexyl)acetamide NCCCC1=NC2=CC=C(C=C2C(=N1)N[C@@H]1C(N(CC1)[C@@H]1[C@@H](C[C@@H](CC1)N(C)C(C)C)NC(C)=O)=O)C(F)(F)F